6-[(2-chloro-5-methyl-pyrimidin-4-yl)amino]-4-methyl-3,4-dihydro-2H-isoquinolin-1-one ClC1=NC=C(C(=N1)NC=1C=C2C(CNC(C2=CC1)=O)C)C